methylenebis(cyclohexyl) diisocyanate C(C1(CCCCC1)N=C=O)C1(CCCCC1)N=C=O